4-amino-6-methylpyrimidin NC1=NC=NC(=C1)C